C(C)(C)(C)OP(=O)(OC(C)(C)C)OCOC(=O)NCCCC(=O)O 4-(((((di-tert-butoxyphosphoryl)oxy)methoxy)carbonyl)amino)butanoic acid